tris(hydroxymethyl)-methyl-ammonium OC[N+](C)(CO)CO